methoxy-2-((1-(methylsulfonyl)piperidin-4-yl)amino)-8-(tetrahydro-2H-pyran-4-yl)pterin CONC1(N=C2N(C=CN=C2C(N1)=O)C1CCOCC1)NC1CCN(CC1)S(=O)(=O)C